FC(CN1N=CC=2C1=NC(=CN2)C2N(C(C1(C2)CCNCC1)=O)C1=CN(C(C=C1)=O)C)F (1-(2,2-difluoroethyl)-1H-pyrazolo[3,4-b]pyrazin-6-yl)-2-(1-methyl-6-oxo-1,6-dihydropyridin-3-yl)-2,8-diazaspiro[4.5]decan-1-one